CC1COC2=C3C(=CC=C2C1=O)C=CC=C3 3-Methyl-2,3-dihydro-4H-benzo[h]chromen-4-one